C(C)O[SiH](C1=CC=C(C=C1)C(=C)C)OCC di-ethoxy(4-isopropenylphenyl)silane